CS(=O)(=O)OC1C(CC1)NC1=NC=C(C(=N1)C1=CN(C2=NC(=CC=C21)C=2C(=NOC2C)C)S(=O)(=O)C2=CC=CC=C2)C(F)(F)F [2-[[4-[1-(benzenesulfonyl)-6-(3,5-dimethylisoxazol-4-yl) pyrrolo[2,3-b]pyridin-3-yl]-5-(trifluoromethyl) pyrimidin-2-yl] amino] cyclobutyl] methanesulfonate